FC1(CCN(CC1)C1=NC=2C(=CC(=CC2C=2N1C(=CN2)C)C)C(C)=N[S@](=O)C(C)(C)C)F (R)-N-(1-(5-(4,4-difluoropiperidin-1-yl)-3,9-dimethylimidazo[1,2-c]quinazolin-7-yl)ethylidene)-2-methylpropane-2-sulfinamide